C(N)(=O)C1=C(C(=CC(=C1)C#N)CC)NC(=O)C=1N(N=C(C1)OC)C1=NC=CC=C1Cl N-(2-carbamoyl-4-cyano-6-ethyl-phenyl)-2-(3-chloro-2-pyridyl)-5-methoxy-pyrazole-3-carboxamide